di-(tert-butyl)(3,5-diethylphenyl)phosphine C(C)(C)(C)P(C1=CC(=CC(=C1)CC)CC)C(C)(C)C